COC(=O)C1=CC(=C(C=C1)C1=C(C(=CC=C1)Br)CCO)OCOC 3'-Bromo-2'-(2-hydroxyethyl)-2-(methoxymethoxy)-[1,1'-biphenyl]-4-carboxylic acid methyl ester